C(#C)C=1C=C(C(=NC1)F)NC1=NC=NC2=CC=C(C=C12)[C@H]1CN(CCC1)C(C=C)=O (S)-1-(3-(4-((5-ethynyl-2-fluoropyridin-3-yl)amino)quinazolin-6-yl)piperidin-1-yl)prop-2-en-1-one